4-butylene adipate C1(CCCCC(=O)OCCCCO1)=O